2-(pyrrolidin-1-yl)-6-nitrobenzo[d]oxazole N1(CCCC1)C=1OC2=C(N1)C=CC(=C2)[N+](=O)[O-]